(R)-1-(3-(3-chloro-4-(2-chloro-3-(6-methoxy-5-((methylamino)methyl)pyridin-2-yl)phenyl)pyridin-2-yl)-5-methoxybenzyl)pyrrolidine-3-carboxylic acid ClC=1C(=NC=CC1C1=C(C(=CC=C1)C1=NC(=C(C=C1)CNC)OC)Cl)C=1C=C(CN2C[C@@H](CC2)C(=O)O)C=C(C1)OC